COC=1C=C(C(=O)OC2=C(C=C(C=C2)C#N)C(C)=O)C=C(C1C(C)C)OC 2-acetyl-4-cyanophenol 3,5-dimethoxy-4-isopropylbenzoate